ClC1=CC2=C(C=N1)C(=NN2C2=C(C=C(C=C2)[N+](=O)[O-])OC)C(=O)OC Methyl 6-chloro-1-(2-methoxy-4-nitrophenyl)-1H-pyrazolo[4,3-c]pyridine-3-carboxylate